tert-butyl N-[2-[benzyloxycarbonyl-[2-[tert-butyl (dimethyl) silyl] oxyethyl] amino] ethyl]-N-methyl-carbamate C(C1=CC=CC=C1)OC(=O)N(CCN(C(OC(C)(C)C)=O)C)CCO[Si](C)(C)C(C)(C)C